NC1=NC(=CC(=N1)C=1C(=C(C#N)C=CC1)F)C1=CC(N(C=C1)CC1=NN(C=C1)C(C)C)=O 3-(2-amino-6-(1-((1-isopropyl-1H-pyrazol-3-yl)methyl)-2-oxo-1,2-dihydropyridin-4-yl)pyrimidin-4-yl)-2-fluorobenzonitrile